phenyl-pyrazolenicotinamide fluorine [F].C1(=CC=CC=C1)C=1C(=NNC1)C1=CC=NC=C1C(=O)N